N-(7-chloro-2-(2,6-dioxopiperidin-3-yl)-1-oxoisoindolin-5-yl)acetamide ClC=1C=C(C=C2CN(C(C12)=O)C1C(NC(CC1)=O)=O)NC(C)=O